FC=1C(=NC=CC1)N1C=C(C2=CC(=CC=C12)C#N)C (3-fluoropyridin-2-yl)-3-methyl-1H-indole-5-carbonitrile